tert-butyl (2-chloro-4-iodopyridin-3-yl)carbamate ClC1=NC=CC(=C1NC(OC(C)(C)C)=O)I